CC1=COC2=C1C(CC(C2)(C)C)=O 3,6,6-trimethyl-6,7-dihydro-1-benzofuran-4(5H)-one